S1C=NC2=C1C=C(C=C2)\C=C/2\C(N(C(=N2)N[C@H](CO)C2=CC=CC=C2)C)=O (5Z)-5-(1,3-Benzothiazol-6-ylmethylene)-2-[[(1S)-2-hydroxy-1-phenyl-ethyl]amino]-3-methyl-imidazol-4-one